FC1=CC2=C(N=C(S2)NC(=O)C=2SC(=CC2)[N+](=O)[O-])C=C1 N-(6-Fluorobenzo[d]thiazol-2-yl)-5-nitrothiophene-2-carboxamide